FC1=C(C(=CC2=CC=C(C=C12)C1CNCC1)O)N1CC(NS1(=O)=O)=O 5-[1-fluoro-3-hydroxy-7-(pyrrolidin-3-yl)naphthalen-2-yl]-1λ6,2,5-thiadiazolidine-1,1,3-trione